BrC1=CN=C(S1)C(=O)NC=1C(=C(C=CC1)C1=NC=CC(=C1Cl)C1=NC(=C(C=C1)CN(C(OC(C)(C)C)=O)C[C@H]1NC(CC1)=O)OC)Cl tert-butyl (S)-((2'-(3-(5-bromothiazole-2-carboxamido)-2-chlorophenyl)-3'-chloro-6-methoxy-[2,4'-bipyridin]-5-yl)methyl)((5-oxopyrrolidin-2-yl)methyl)carbamate